N-(1-(2-((2,3-dihydro-1H-inden-2-yl)amino)pyrimidin-5-yl)-1H-pyrazol-3-yl)-1,4,6,7-tetrahydro-5H-[1,2,3]triazolo[4,5-c]pyridine-5-carboxamide C1C(CC2=CC=CC=C12)NC1=NC=C(C=N1)N1N=C(C=C1)NC(=O)N1CC2=C(CC1)NN=N2